O=C1C=2N(C=3C=NC(=NC3N1)C(=O)OC)C=CC2 methyl 6-oxo-5,6-dihydropyrrolo[1,2-f]pteridine-3-carboxylate